N-{(3S)-1-[5-(2',3',4',5'-tetrahydro[1,1'-biphenyl]-2-yl)-4,5-dihydro-1,2-oxazol-3-yl]pyrrolidin-3-yl}methanesulfonamide C1(=C(C=CC=C1)C1CC(=NO1)N1C[C@H](CC1)NS(=O)(=O)C)C=1CCCCC1